C(CC)N1C(N(CC1)C=C)=O 1-n-propyl-3-vinyl-2-imidazolidone